ClC1=C(C=CC(=C1)OCCN1CCNCC1)C=1N(C2=NC=NC(=C2N1)OC1(CC1)C)CC1=CC(=NC=C1)Cl 8-(2-chloro-4-(2-(piperazin-1-yl)ethoxy)phenyl)-9-((2-chloropyridin-4-yl)methyl)-6-(1-methylcyclopropoxy)-9H-purine